methyl 5-([1,1'-biphenyl]-3-ylmethyl)-4-(methylsulfonamido)-6-azaspiro[2.5]octane-6-carboxylate C1(=CC(=CC=C1)CC1C(C2(CC2)CCN1C(=O)OC)NS(=O)(=O)C)C1=CC=CC=C1